S(=O)(=O)([O-])[O-].[Fe+3].ClC=1C=C2C(=NC=NC2=C(C1Br)F)N1[C@@H](CN(CC1)C(=O)OC(C)(C)C)C.S(=O)(=O)([O-])[O-].S(=O)(=O)([O-])[O-].[Fe+3] 6-chloro-7-bromo-8-fluoro-4-(((R)-4-boc-2-methylpiperazin-1-yl))quinazoline iron(III) sulfate